2-((1R,3S)-3-(4-fluoro-2-(1-((S)-2-(oxazol-2-yl)-5-oxa-2-azaspiro[3.4]oct-7-yl)piperidin-4-yl)phenoxy)cyclobutyl)propan-2-ol FC1=CC(=C(OC2CC(C2)C(C)(C)O)C=C1)C1CCN(CC1)[C@@H]1COC2(CN(C2)C=2OC=CN2)C1